C1(CCCCC1)[C@@H](C(=O)NCC1=CC(=NC=C1)OCC(F)(F)F)O (S)-2-Cyclohexyl-2-hydroxy-N-((2-(2,2,2-trifluoroethoxy)pyridin-4-yl)methyl)acetamide